C1(CC1)OC=1N=CC=C2C1N(C(=C2)C(=O)OCC)C ethyl 7-cyclopropoxy-1-methylpyrrolo[2,3-c]pyridine-2-carboxylate